6-Chloro-N-cyclobutylpyrimidin-4-amine C1CC(C1)NC2=CC(=NC=N2)Cl